FC1(CN(CC[C@H]1NC1=NN2C(C(=N1)OC)=C(C=C2)C=2C=CC1=C(N(N=N1)[C@H](C(F)(F)F)C)C2)C(CO)=O)F 1-((R)-3,3-difluoro-4-((4-methoxy-5-(1-((S)-1,1,1-trifluoropropan-2-yl)-1H-benzo[d][1,2,3]triazol-6-yl)pyrrolo[2,1-f][1,2,4]triazin-2-yl)amino)piperidin-1-yl)-2-hydroxyethan-1-one